ClC1=C(C=C(C=C1)F)C1C=2N(CC(N1)=O)N=CC2NC(C2=CC(=CC(=C2)C(F)(F)F)F)=O N-(4-(2-chloro-5-fluorophenyl)-6-oxo-4,5,6,7-tetrahydropyrazolo[1,5-a]pyrazin-3-yl)-3-fluoro-5-(trifluoromethyl)benzamide